CC1=C(O)C=C(C=C1O)CCCCCCCCCCCCCCC 2-methyl-5-n-pentadecylresorcinol